The molecule is a glycosylmannose that is beta-D-mannopyranose in which the hydroxy group at position 2 has been converted into the corresponding alpha-D-mannopyranoside. It is a glycoside and a glycosylmannose. C([C@@H]1[C@H]([C@@H]([C@@H]([C@@H](O1)O)O[C@@H]2[C@H]([C@H]([C@@H]([C@H](O2)CO)O)O)O)O)O)O